{3-[(3S,4S)-4-amino-3-methyl-2-oxa-8-azaspiro[4.5]decan-8-yl]-6-(1-methyl-1H-indol-2-yl)pyrazin-2-yl}methanol N[C@@H]1[C@@H](OCC12CCN(CC2)C=2C(=NC(=CN2)C=2N(C1=CC=CC=C1C2)C)CO)C